[N+](=O)([O-])C1=CC=C(C=N1)N1CCC2(CN(C2)C(=O)OC(C)(C)C)CC1 tert-butyl 7-(6-nitro-pyridin-3-yl)-2,7-diaza-spiro[3.5]nonane-2-carboxylate